C1(=CC=CC=C1)NC(CCCCC)=O N-phenylhexaneamide